N1(CCCC2=CC=CN=C12)C(=O)NC1=C(C=CC=C1)C#CC=1C=CC(=NC1)C(=O)O 5-(2-{2-[(1,2,3,4-tetrahydro-1,8-naphthyridine-1-carbonyl)amino]phenyl}-ethynyl)pyridine-2-carboxylic acid